tert-butyl (1R,4R)-5-{5-nitro-6-[(pyrimidin-4-yl) amino] pyridin-2-yl}-2,5-diazabicyclo[2.2.1]heptane-2-carboxylate [N+](=O)([O-])C=1C=CC(=NC1NC1=NC=NC=C1)N1[C@H]2CN([C@@H](C1)C2)C(=O)OC(C)(C)C